CC(C(C)O)S(=O)(=O)O methyl-2-hydroxy-propanesulfonic acid